FC1=C(C=CC(=C1)C)C1=CC(=NC2=NC(=C(N=C21)C)C)[C@H]2C[C@H](OCC2)C=2C=NN(C2)C 8-(2-fluoro-4-methylphenyl)-2,3-dimethyl-6-((2s,4r)-2-(1-methyl-1H-pyrazol-4-yl)tetrahydro-2H-pyran-4-yl)pyrido[2,3-b]pyrazine